CC1=NOC(=C1)CC(=O)NC1=NNC(=C1)C1=CSC2=C1N=CN=C2 2-(3-methylisoxazol-5-yl)-N-(5-(thieno[3,2-d]pyrimidin-7-yl)-1H-pyrazol-3-yl)acetamide